C(#N)CN1C(=NC=C1)C1CCN(CC1)C1CC2(C1)CN(CC2)C(=O)OCC ethyl 2-{4-[1-(cyanomethyl)-1H-imidazol-2-yl]piperidin-1-yl}-6-azaspiro[3.4]octane-6-carboxylate